[Cl-].[Cl-].CC1=C(C(=C(C1[Si](C)(C)[Zr+2]C1C(=CC2=C(C=3CCCC3C=C12)C1=C(C=CC=C1)C(C)C)C)C)C)C tetramethylcyclopentadienyl-dimethylsilyl-(4-(2-isopropylphenyl)-2-methyl-1,5,6,7-tetrahydro-s-indacen-1-yl)zirconium dichloride